NC1=C(C2=C(C(N1C1=C3C=NNC3=CC=C1C)=O)C(=C(S2)Cl)C)C(=O)N (R)-6-amino-2-chloro-3-methyl-5-(5-methyl-1H-indazol-4-yl)-4-oxo-4,5-dihydrothieno[3,2-c]pyridine-7-carboxamide